(2-(2-hexanamido-4-methylthiazol-5-yl)-2-methoxybenzamido) ethylcarbamate C(C)NC(ONC(C1C(C=CC=C1)(OC)C1=C(N=C(S1)NC(CCCCC)=O)C)=O)=O